S(N)(=O)(=O)NC1(CN(CCC1)C(=O)OCC1=CC=CC=C1)C(=O)OC 1-benzyl 3-methyl 3-(sulfamoylamino)piperidine-1,3-dicarboxylate